Octacosanyl-methyl-ammonium tetrakis(perfluoronaphthyl)borate FC1=C(C2=C(C(=C(C(=C2C(=C1F)F)F)F)F)F)[B-](C1=C(C(=C(C2=C(C(=C(C(=C12)F)F)F)F)F)F)F)(C1=C(C(=C(C2=C(C(=C(C(=C12)F)F)F)F)F)F)F)C1=C(C(=C(C2=C(C(=C(C(=C12)F)F)F)F)F)F)F.C(CCCCCCCCCCCCCCCCCCCCCCCCCCC)[NH2+]C